N1=C(C=CC=C1)C12N(CC(C2NC1)(C(=O)O)C)C(=O)OC(C)(C)C pyridin-2-yl-2-(tert-butoxycarbonyl)-4-methyl-2,6-diazabicyclo[3.2.0]Heptane-4-carboxylic acid